4-(2-{2,6-difluoro-4-[(3S)-3-fluoropyrrolidine-1-sulfonyl]phenyl}-3-fluoro-4-methylquinolin-7-yl)-3,6-dihydropyridine-1(2H)-carboxylic acid tert-butyl ester C(C)(C)(C)OC(=O)N1CCC(=CC1)C1=CC=C2C(=C(C(=NC2=C1)C1=C(C=C(C=C1F)S(=O)(=O)N1C[C@H](CC1)F)F)F)C